5-(4-((3-((4-(4-amino-3-(4-phenoxyphenyl)-1H-pyrazolo(3,4-d)pyrimidin-1-yl)piperidin-1-yl)methyl)pyrrolidin-1-yl)methyl)piperidin-1-yl)-2-(2,6-dioxopiperidin-3-yl)isoindoline-1,3-dione NC1=C2C(=NC=N1)N(N=C2C2=CC=C(C=C2)OC2=CC=CC=C2)C2CCN(CC2)CC2CN(CC2)CC2CCN(CC2)C=2C=C1C(N(C(C1=CC2)=O)C2C(NC(CC2)=O)=O)=O